CN(C)CCNC(C(=C)C)=O N-dimethylaminoethyl-methacrylamide